dansyl-maleimide S(=O)(=O)(C1=CC=CC=2C(N(C)C)=CC=CC12)C=1C(=O)NC(C1)=O